C12NCC(NC1)C2 2,5-diazabicyclo-[2.2.1]heptane